ClC1=CC=C(S1)C=1N=NN(C1)[C@H](C(=O)N1[C@@H](C[C@H](C1)O)C(=O)NC)C(C)C (2S,4R)-1-((S)-2-(4-(5-chlorothiophen-2-yl)-1H-1,2,3-triazol-1-yl)-3-methylbutanoyl)-4-hydroxy-N-methylpyrrolidine-2-carboxamide